FC=1C=CC(=NC1)C=1C=NC=C(C1)OC=1C=CC(=C(C#N)C1)N1CCC2(CN(C2)C(C(C)(C)O)=O)CC1 5-((5-fluoro-[2,3'-bipyridin]-5'-yl)oxy)-2-(2-(2-hydroxy-2-methylpropanoyl)-2,7-diazaspiro[3.5]nonan-7-yl)benzonitrile